2-Amino-4-(3-chlorophenyl)butanoic acid NC(C(=O)O)CCC1=CC(=CC=C1)Cl